OCC(CO)(C)N 1,3-dihydroxy-2-methyl-2-propylamine